COC(C(COC1=NC=CC=C1C#N)(C)C)=O 3-((3-cyanopyridin-2-yl)oxy)-2,2-dimethylpropionic acid methyl ester